(S)-N-(5-methyl-2-pyrazinylformyl)phenylpropionamido-D-leucine borate B(O)(O)O.CC=1N=CC(=NC1)C(=O)N([C@@H](CC(C)C)C(=O)O)NC(CCC1=CC=CC=C1)=O